C(C1=CC=CC=C1)O[C@H]1CN(C[C@H](C1OCC1=CC=CC=C1)OCC1=CC=CC=C1)CCC1=CC(=C(C=C1)Cl)Cl (3S,4r,5R)-3,4,5-tris(benzyloxy)-1-(3,4-dichlorophenethyl)piperidine